4-{3-[3-chloro-2-(methylamino)pyridin-4-yl]-5-(hydroxymethyl)-1H-pyrazolo[3,4-b]pyrazine-6-yl}-N-(4-fluorophenyl)piperazine ClC=1C(=NC=CC1C1=NNC2=NC(=C(N=C21)CO)N2CCN(CC2)C2=CC=C(C=C2)F)NC